5-t-butyl-benzotriazole C(C)(C)(C)C1=CC2=C(NN=N2)C=C1